N[C@H]([C@H]1[C@H](CN(CC1)C(C(CO)O)=O)C)C1=C(C=C(C(=C1)Cl)Cl)O 1-((3R,4R)-4-((R)-amino(4,5-dichloro-2-hydroxyphenyl)methyl)-3-methylpiperidin-1-yl)-2,3-dihydroxypropan-1-one